FC1=C(C=C(C=C1)NC1=NC=NC2=CC(=C(C=C12)[N+](=O)[O-])F)Cl 4-(4-fluoro-3-chlorophenylamino)-7-fluoro-6-nitroquinazoline